C(C)(C)(C)[C@H]1CN(C[C@H](O1)CO)C(=O)OC(C)(C)C tert-butyl (2S,6S)-2-tert-butyl-6-(hydroxymethyl)morpholine-4-carboxylate